6-[(3-benzylsulfanylphenyl)methyl]-N,N,5-trimethyl-[1,2,4]triazolo[1,5-a]pyrimidin-7-amine C(C1=CC=CC=C1)SC=1C=C(C=CC1)CC=1C(=NC=2N(C1N(C)C)N=CN2)C